BrC1=CC=C(C=C1)N1CC2CN(CC(C1)O2)C(=O)OC(C)(C)C tert-butyl 7-(4-bromophenyl)-9-oxa-3,7-diazabicyclo[3.3.1]nonane-3-carboxylate